naphthalamid C1(=CC=CC2=CC=CC=C12)C(=O)N